C(CCCC)C1=NC2=C(N1C=1C=C(SC1)CN)C=CC=C2 (4-(2-pentyl-1H-benzo[d]imidazol-1-yl)thiophen-2-yl)methanamine